BrC1=CC=2N(C=C1)C=NN2 7-bromo-[1,2,4]triazolo[4,3-a]pyridine